CCCCCCCCCCCCCCCC(=O)OC[C@H](COP(=O)(O)OCC[N+](C)(C)C)SC(=O)CCCCCCCCCCCCCCC The molecule is an sn-monothiophosphatidylcholine in which the acyl substituents at O-1 and S-2 are both palmitoyl (hexadecanoyl); a chromogenic phospholipase A2 substrate that contains a palmitoyl thioester at the sn-2 position of the glycerol backbone.